C1(CCCCC1)[Sn](C1CCCCC1)(C1CCCCC1)O tricyclohexyl-tin hydroxide